CN(C)C=C(C(=O)OCC)C(C)=O ethyl 2-((dimethylamino) methylene)-3-oxobutanoate